(S)-7-(5-(8-(pyrrolidin-2-yl)isochroman-6-yl)-1H-pyrrolo[2,3-b]pyridin-3-yl)imidazo[1,2-a]pyridine N1[C@@H](CCC1)C=1C=C(C=C2CCOCC12)C=1C=C2C(=NC1)NC=C2C2=CC=1N(C=C2)C=CN1